(3E)-1-bromo-12,12-dipentyloxy-3-dodecene BrCC\C=C\CCCCCCCC(OCCCCC)OCCCCC